N-Ethyl-N-isopropyl-Glycine C(C)N(CC(=O)O)C(C)C